2-(pyridin-3-yl)-6-(2,7-diazaspiro[4.5]decan-2-yl)-N-(4-(trifluoromethoxy)pyridin-2-yl)pyrimidin-4-amine N1=CC(=CC=C1)C1=NC(=CC(=N1)NC1=NC=CC(=C1)OC(F)(F)F)N1CC2(CC1)CNCCC2